C(CCCCCCC)N(C1=CC=CC=C1)C1=CC=CC2=CC=CC=C12 octyl-N-phenyl-α-naphthylamine